C(#N)C1=NC(=NC=C1)N1C=C(C2=C1N=CN=C2N2C[C@H](N(C[C@@H]2C)C(=O)OC(C)(C)C)C)C2=C(C=CC=C2)F tert-Butyl (2R,5S)-4-(7-(4-cyanopyrimidin-2-yl)-5-(2-fluorophenyl)-7H-pyrrolo[2,3-d]pyrimidin-4-yl)-2,5-dimethylpiperazine-1-carboxylate